(S)-tertbutyl (1-aminopropan-2-yl)carbamate NC[C@H](C)NC(OC(C)(C)C)=O